FC1(SC(=C(N2C1C=CC=C2C)C(=O)[O-])C(=O)OC)F Methyl 1,1-difluoro-6-methyl-1,9a-dihydropyrido[2,1-c][1,4]thiazine-3,4-dicarboxylate